FC1=C(C(=C2C=CN(C2=C1)S(=O)(=O)C1=CC=C(C)C=C1)SC)OC=1C=C(C=CC1)C=1OC=C(N1)CC=1C=C(C=CC1)CCC(=O)OCC Ethyl 3-(3-((2-(3-((6-fluoro-4-(methylthio)-1-tosyl-1H-indol-5-yl)oxy)phenyl)oxazol-4-yl)methyl)phenyl)propanoate